(oxetan-3-yl)methylethyldiacetoxysilane tert-butyl-3-acetylazetidine-1-carboxylate C(C)(C)(C)OC(=O)N1CC(C1)C(C)=O.O1CC(C1)C[Si](OC(C)=O)(OC(C)=O)CC